CC1=NSC(=N1)C1=NN=C2N1CCN([C@@H]2C)C2=NC=CC=C2 (R)-3-methyl-5-(8-methyl-7-(pyridin-2-yl)-5,6,7,8-tetrahydro-[1,2,4]triazolo[4,3-a]pyrazin-3-yl)-1,2,4-thiadiazole